3-bromo-N-(2-methoxyethyl)-N,4-dimethylaniline BrC=1C=C(N(C)CCOC)C=CC1C